C1CC12NCC(NC2)=O 4,7-diazaspiro[2.5]octan-6-one